5-{5,6-dimethyl-2-[4-(trifluoromethyl)cyclohexyl]pyrazolo[1,5-a]pyrimidin-7-yl}-3,3-difluoropiperidine CC1=NC=2N(C(=C1C)C1CC(CNC1)(F)F)N=C(C2)C2CCC(CC2)C(F)(F)F